NC1=NC=C(C(=N1)C(F)(F)F)C=1C=C(C=C(C1)N1CCOCC1)S(=O)(=O)C1=CC=C(C#N)C=C1 4-((3-(2-amino-4-(trifluoromethyl)pyrimidin-5-yl)-5-morpholinophenyl)sulfonyl)benzonitrile